3-mercapto-2-methylpropyl-trimethoxysilane SCC(C[Si](OC)(OC)OC)C